C(C)(C)C1=C(C(=CC=C1)C(C)C)N1CN(CC1)C1=C(C=CC=C1C(C)C)C(C)C 1,3-bis(2,6-diisopropylphenyl)imidazolin